(5S,8S)-8-(4-((tert-butoxycarbonyl)amino)butyl)-1-(9H-fluoren-9-yl)-5-isopropyl-3,6,9-trioxo-2-oxa-4,7,10-triazadodecane C(C)(C)(C)OC(=O)NCCCC[C@H](NC([C@@H](NC(OCC1C2=CC=CC=C2C=2C=CC=CC12)=O)C(C)C)=O)C(NCC)=O